Cl.C(C)OC(=O)C1=NC=CC=C1 pyridine-2-carboxylic acid ethyl ester hydrochloride